4,9-dioxo-N-(pyridin-3-ylmethyl)-4,9-dihydrothiazolo[5,4-g]isoquinoline-2-carboxamide O=C1C2=C(C(C=3C=CN=CC13)=O)SC(=N2)C(=O)NCC=2C=NC=CC2